CC1(C=NCO1)C 5,5-Dimethyloxazole